OC(C(=O)[O-])CC(=O)[O-] hydroxyl-succinate